2-(α-n-pentanoyl)benzoic acid C(CCCC)(=O)C1=C(C(=O)O)C=CC=C1